N1=C(C=CC=C1)C1=NC=CC=C1 [2,2]bipyridine